N=1C=NN2C1C=C(C=C2)OC2=C(C(=C(C=C2)NC=2C1=C(N=CN2)C=CC(=N1)N1C[C@H](N(CC1)C(=O)OC(C)(C)C)C1CC1)F)C |r| rac-tert-butyl (R)-4-(4-((4-([1,2,4]triazolo[1,5-a]pyridin-7-yloxy)-2-fluoro-3-methylphenyl)amino)pyrido[3,2-d]pyrimidin-6-yl)-2-cyclopropylpiperazine-1-carboxylate